The molecule is the L-enantiomer of histidinium(1+). It has a role as an Escherichia coli metabolite and a Saccharomyces cerevisiae metabolite. It is a conjugate base of a L-histidinium(2+). It is a conjugate acid of a L-histidine. It is an enantiomer of a D-histidinium(1+). C1=C(NC=[NH+]1)C[C@@H](C(=O)[O-])[NH3+]